methyl 2-((4-(2-(4-chloro-2-fluorophenyl)-2-methylbenzo[d][1,3]dioxan-4-yl) piperidin-1-yl) methyl)-1-(((S)-oxetan-2-yl) methyl)-1H-thieno[2',3':4,5]benzo[1,2-d]imidazole-6-carboxylate ClC1=CC(=C(C=C1)C1(OC(C2=C(O1)C=CC=C2)C2CCN(CC2)CC2=NC1=C(N2C[C@H]2OCC2)C=C2C(=C1)SC(=C2)C(=O)OC)C)F